C(OC1=C(C=C(C(=C1)[N+](=O)[O-])C(C)(C)C)C(C)(C)C)(OC)=O 2,4-di-tert-butyl-5-nitrophenyl methyl carbonate